CC(=O)O[C@@H]1[C@H]2C3=C(C4=C(C=C3CC[N+]2(C(C5=C1C=CC(=C5OC)OC)O)C)OCO4)O The molecule is a quaternary ammonium ion that is (13S,14R)-1-hydroxy-13-O-acetyl-N-methylcanadine which carries a hydroxy group at position 8. It derives from a (13S,14R)-1-hydroxy-13-O-acetyl-N-methylcanadine.